ClC=1C(=C(C(=O)N)C=CC1C)SC 3-chloro-4-methyl-2-methylsulfanyl-benzamide